BrC=1C=2N(C(=NC1C)N1CCC3(CC1)OC1=C([C@H]3N[S@](=O)C(C)(C)C)C=CC=C1)C=CN2 (R)-N-((R)-1'-(8-bromo-7-methylimidazo[1,2-c]pyrimidin-5-yl)-3H-spiro[benzofuran-2,4'-piperidin]-3-yl)-2-methylpropane-2-sulfinamide